BrC1=C(C=C(C=O)C=C1Cl)Cl 4-bromo-3,5-dichlorobenzaldehyde